N-hydroxyheptyl-succinimide 2-cyclohexyl-acrylate C1(CCCCC1)C(C(=O)O)=C.OCCCCCCCN1C(CCC1=O)=O